N-(2-(4-(4-fluorobenzyl)piperidin-1-yl)ethyl)-N-(4-methylphenyl)acetamide FC1=CC=C(CC2CCN(CC2)CCN(C(C)=O)C2=CC=C(C=C2)C)C=C1